Diethyl (4-bromophenyl ethyl) trithiophosphate P(=S)(SCC)(SCC)OCCC1=CC=C(C=C1)Br